2-hydroxycarbonyl-2-pentyloxycarbonylmethyl-bicyclo[2.2.1]Hept-5-ene OC(=O)C1(C2C=CC(C1)C2)CC(=O)OCCCCC